((tert-butyldimethylsilyl)oxy)cycloheptan-1-ol [Si](C)(C)(C(C)(C)C)OC1(CCCCCC1)O